C1(CCC1)C1=CC=C2C=C(C(=NC2=C1OC(NC1=CC=CC=C1)=O)OC)C(=O)O 7-cyclobutyl-2-methoxy-8-((phenylcarbamoyl)oxy)quinoline-3-carboxylic acid